ONCCCCCCO N-hydroxy-6-aminohexanol